The molecule is an N-acylsphinganine-1-phosphoethanolamine zwitterion in which the N-acyl group is specified as hexadecanoyl. It derives from a N-hexadecanoylsphinganine. It is a tautomer of a N-hexadecanoylsphinganine-1-phosphoethanolamine. CCCCCCCCCCCCCCC[C@H]([C@H](COP(=O)([O-])OCC[NH3+])NC(=O)CCCCCCCCCCCCCCC)O